C(C)(C)(C)OC(NC1=C(C(N(C=C1C(C)=O)N1CCOCC1)=O)Br)=O (5-acetyl-3-bromo-1-morpholino-2-oxo-1,2-dihydropyridin-4-yl)carbamic acid tert-butyl ester